5-cyanohexahydrocyclopenta[c]pyrrole-2(1H)-carboxylic acid tert-butyl ester C(C)(C)(C)OC(=O)N1CC2C(C1)CC(C2)C#N